N-(5-(4-(4-chloro-3,5-difluoro-2-(2-hydroxypropan-2-yl)phenylamino)-1,3,5-triazin-2-ylamino)-2-((2-(dimethylamino)ethyl)(methyl)amino)-4-methoxyphenyl)acrylamide ClC1=C(C(=C(C=C1F)NC1=NC(=NC=N1)NC=1C(=CC(=C(C1)NC(C=C)=O)N(C)CCN(C)C)OC)C(C)(C)O)F